C(C)(=O)O[C@@H]1[C@@H]([C@H](O[C@H]1N1C2=NC(=NC=C2N(C1=O)C\C=C\C1=CC=CC=C1)N)COC(C)=O)F ((2R,3R,4S,5R)-4-acetoxy-5-(2-amino-7-(E)-cinnamyl-8-oxo-7,8-dihydro-9H-purin-9-yl)-3-fluorotetrahydrofuran-2-yl)methylacetat